FC(C1=CC=2N(C(=N1)N)C=CN2)(F)F 7-(trifluoromethyl)-imidazo[1,2-c]Pyrimidine-5-amine